2-METHYLPYRIMIDINE-5-CARBALDEHYDE CC1=NC=C(C=N1)C=O